C[C@](CC#C)(C(=O)O)N alpha-methyl-D-propargylglycine